1-(5-((diisopropylamino)methyl)furan-2-yl)-2-ethoxyprop-2-en-1-one C(C)(C)N(C(C)C)CC1=CC=C(O1)C(C(=C)OCC)=O